5,6-diethyl-2-[2-n-propoxy-5-(2-(4-methylpiperazin-1-yl)acetamido)phenyl]pyrimidin-4(3H)-one Tartrate C(=O)(O)C(O)C(O)C(=O)O.C(C)C=1C(NC(=NC1CC)C1=C(C=CC(=C1)NC(CN1CCN(CC1)C)=O)OCCC)=O